2-[2-[2-[2-[2-[2-[2-(methylamino)ethoxy]ethoxy]ethoxy]ethoxy]ethoxy]ethoxy]ethanol CNCCOCCOCCOCCOCCOCCOCCO